5-(7,8-Dimethyl-[1,2,4]triazolo[1,5-a]pyridin-6-yl)-6-isopropyl-2-(1-(oxetan-3-yl)piperidin-4-yl)-4H-pyrrolo[3,2-d]thiazole CC1=C(C=2N(C=C1C1=C(C=3N=C(SC3N1)C1CCN(CC1)C1COC1)C(C)C)N=CN2)C